FC1([C@H]2CCC[C@@]12C1=CNC=2N=CN=C(C21)N[C@H]2CN(CCC2)C(C=C)=O)F 1-((R)-3-((5-((1R,5S)-6,6-difluorobicyclo[3.1.0]hexan-1-yl)-7H-pyrrolo[2,3-d]pyrimidin-4-yl)amino)piperidin-1-yl)prop-2-en-1-one